FC1(CC1)C1=CC=C(C=C1)C1=CN=C(C2=C1N=CN(C2=O)C)NC[C@@]2(COCC2)O (S)-8-(4-(1-fluorocyclopropyl)phenyl)-5-(((3-hydroxytetrahydrofuran-3-yl)methyl)amino)-3-methylpyrido[4,3-d]pyrimidin-4(3H)-one